BrC1=C2CCC(C2=C(C=C1)F)=O 4-Bromo-7-fluoroindanone